N-(5-morpholinopyridin-2-yl)-4-(3-phenylisooxazolidin-2-yl)-5-(trifluoromethyl)pyrimidin-2-amine O1CCN(CC1)C=1C=CC(=NC1)NC1=NC=C(C(=N1)N1OCCC1C1=CC=CC=C1)C(F)(F)F